2,7-dimethyl-9,10-dihydroacridine-3,6-diamine CC1=CC=2CC3=CC(=C(C=C3NC2C=C1N)N)C